C(#N)C=1C(=NC(=CC1N1CC(C1)N1CCN(CC1)C(=O)OC(C)(C)C)N1C2C[C@@H](C(C1)CC2)C2=C(N=CS2)C)C(F)(F)F tert-butyl 4-(1-(3-cyano-6-((5S)-5-(4-methylthiazol-5-yl)-2-azabicyclo[2.2.2]octan-2-yl)-2-(trifluoromethyl)pyridin-4-yl)azetidin-3-yl)piperazine-1-carboxylate